[3-{2-(2-[2-(2-ethoxy)-ethoxy]-ethoxy)-ethoxy}]propionic acid CCOCCOCCOCCOCCC(=O)O